1-[3-(diethylethoxysilyl)phenyl]-1-phenylethylene C(C)[Si](C=1C=C(C=CC1)C(=C)C1=CC=CC=C1)(OCC)CC